O=C1N(C=CC=C1C(=O)OC)CCN1CC(C1)OC(F)(F)F methyl 2-oxo-1-{2-[3-(trifluoromethoxy)azetidin-1-yl]ethyl}-1,2-dihydropyridine-3-carboxylate